1-(2-(pyrrolidin-1-yl)acetyl)-N-(6-(thiazol-5-yl)isoquinolin-3-yl)piperidine-4-carboxamide N1(CCCC1)CC(=O)N1CCC(CC1)C(=O)NC=1N=CC2=CC=C(C=C2C1)C1=CN=CS1